FC1=C(C(=CC=C1)C)N1CCC(CC1)N1C(N(C2=C(C1)N(N=C2)CC2(CC2)C)CC2=C(C=CC=C2)C(F)(F)F)=O 6-[1-(2-Fluoro-6-methyl-phenyl)-piperidin-4-yl]-1-(1-methyl-cyclopropylmethyl)-4-(2-trifluoromethyl-benzyl)-1,4,6,7-tetrahydro-pyrazolo[4,3-d]pyrimidin-5-on